C(C)OC1(CC1)O[Si](C)(C)C (1-ethoxy-cyclopropyloxy)-trimethylsilane